2-[3-(3-ethylphenyl)-1-[2-[[1-[2-(4-methylpiperazin-1-yl)-2-oxo-ethyl]pyrazol-4-yl]amino]-[1,2,4]triazolo[1,5-a]pyridin-8-yl]azetidin-3-yl]acetonitrile C(C)C=1C=C(C=CC1)C1(CN(C1)C=1C=2N(C=CC1)N=C(N2)NC=2C=NN(C2)CC(=O)N2CCN(CC2)C)CC#N